4-Benzylamino-3-chloro-5-prop-2-ynyloxy-5H-furan-2-one C(C1=CC=CC=C1)NC1=C(C(OC1OCC#C)=O)Cl